COC1CN(C1)C1C(CCCCC1)OC=1C=C2CN(C(C2=CC1)=O)C1C(NC(CC1)=O)=O 3-(5-((2-(3-methoxyazetidin-1-yl)cycloheptyl)oxy)-1-oxoisoindolin-2-yl)piperidine-2,6-dione